6-bromo-7-[[(3R,5R)-1-methyl-5-[4-[2-(3-piperidyloxy)ethoxy]phenyl]-3-piperidyl]amino]thiazolo[3,2-a]pyrimidin-5-one BrC1=C(N=C2N(C1=O)C=CS2)N[C@H]2CN(C[C@H](C2)C2=CC=C(C=C2)OCCOC2CNCCC2)C